methyl (E)-3-(benzo[d]thiazol-2-yl)-4-(3-(4-chlorophenyl)-1H-pyrazol-4-yl)but-3-enoate S1C(=NC2=C1C=CC=C2)\C(\CC(=O)OC)=C\C=2C(=NNC2)C2=CC=C(C=C2)Cl